ClC1=CC=C(C=C1)C=1SC=C(N1)CON=C(C#N)C#N 2-[((2-(4-chlorophenyl)thiazol-4-yl)methoxy)imino]Malononitrile